N-(5-(2,6-dimethylpyrimidin-4-yl)-4-((3-(methylsulfonyl)phenyl)amino)pyridin-2-yl)acetamide CC1=NC(=CC(=N1)C=1C(=CC(=NC1)NC(C)=O)NC1=CC(=CC=C1)S(=O)(=O)C)C